isopropyl α-allyloxymethylacrylate C(C=C)OCC(C(=O)OC(C)C)=C